Henicosane CCCCCCCCCCCCCCCCCCCCC